C(#N)C1(CC(=CC=C1)B(O)O)C#N 3,3-dicyanophenylboronic acid